N-(2-chloro-4-fluoro-3-iodophenyl)-1-cyclopropyl-N-((2-(trimethyl-silyl)ethoxy)methyl)methanesulfonamide ClC1=C(C=CC(=C1I)F)N(S(=O)(=O)CC1CC1)COCC[Si](C)(C)C